ethyl (E)-3-(3-cyano-4-fluorophenyl)but-2-enoate C(#N)C=1C=C(C=CC1F)/C(=C/C(=O)OCC)/C